CC1=CC=C(C=C1)N(S1C=C(C=C1)[Sn](CCCC)(CCCC)CCCC)C1=CC=C(C=C1)C N,N-bis(4-methylphenyl)-3-(tributylstannyl)thiophen-1-amine